tert-Butyl 8-[(3S)-3,4-dimethylpiperazin-1-yl]-7,10-dimethyl-5-oxo-1,5-dihydro-2H-chromeno[3,4-c]pyridine-3(4H)-carboxylate C[C@H]1CN(CCN1C)C=1C=C(C2=C(C1C)OC(C=1CN(CCC12)C(=O)OC(C)(C)C)=O)C